C(C)C1(COC1)COCCC[SiH2]C(OCC)OCC 3-ethyl-3-[{3-(diethoxymethylsilyl)propoxy}methyl]oxetane